FC=1C(=C(C=CC1F)C=1C=C2C(=NN(C2=CC1)C)CNC)OCCC=1C(=NN(C1C)C)C 1-(5-(3,4-difluoro-2-(2-(1,3,5-trimethyl-1H-pyrazol-4-yl)ethoxy)phenyl)-1-methyl-1H-indazol-3-yl)-N-methylmethanamine